C(C)OC(=O)C1(CCC(CC1)(F)F)C1=C(N=NC(=C1)Cl)Cl 1-(3,6-dichloropyridazin-4-yl)-4,4-difluorocyclohexanecarboxylic acid ethyl ester